OCCC1=C(C=C(C=C1)OC(C(=C)C)=O)N1N=C2C(=N1)C=CC=C2 2-(2'-hydroxy-5'-methacryloyloxy-ethylphenyl)-2H-benzotriazole